5-(imidazo[1,2-b]pyridazin-6-yl)-2-isobutyl-7H-pyrrolo[2,3-d]pyrimidine N=1C=CN2N=C(C=CC21)C2=CNC=1N=C(N=CC12)CC(C)C